C(C)OC=1C(=C(C=O)C=CC1)OCC diethoxybenzaldehyde